2-methoxy-4-((8,8,8-trifluorooctyl)amino)benzoic acid COC1=C(C(=O)O)C=CC(=C1)NCCCCCCCC(F)(F)F